1-(trifluoromethylsulfonyl)-3,5-dimethylpyrazole FC(S(=O)(=O)N1N=C(C=C1C)C)(F)F